1,2-dihydroxyethyl-benzene sodium [Na].OC(CO)C1=CC=CC=C1